tert-Butyl (2R,5S)-4-(5-(azetidin-1-yl)-7-(3,5-difluorophenyl)-7H-pyrrolo[2,3-d]pyrimidin-4-yl)-2,5-dimethylpiperazine-1-carboxylate N1(CCC1)C1=CN(C=2N=CN=C(C21)N2C[C@H](N(C[C@@H]2C)C(=O)OC(C)(C)C)C)C2=CC(=CC(=C2)F)F